(S)-(1-((5-(2-hexanamido-4-methylthiazol-5-yl)-2-methoxyphenyl)sulfonyl)pyrrolidin-3-yl)carbamic acid tert-butyl ester C(C)(C)(C)OC(N[C@@H]1CN(CC1)S(=O)(=O)C1=C(C=CC(=C1)C1=C(N=C(S1)NC(CCCCC)=O)C)OC)=O